N-{4-{7-[(2R,3R,4S,5R)-3,4-dihydroxy-5-(hydroxymethyl)tetrahydrofuran-2-yl]-7H-[1,2,4]triazolo[3,4-i]purin-3-yl}phenyl}acetamide O[C@H]1[C@@H](O[C@@H]([C@H]1O)CO)N1C=2N=CN3C(C2N=C1)=NN=C3C3=CC=C(C=C3)NC(C)=O